(2R,4R)-N-((S,E)-1-cyclopropyl-3-(methylsulfonyl)allyl)-2-phenyl-4-(trifluoromethyl)pyrrolidine-1-carboxamide C1(CC1)[C@@H](\C=C\S(=O)(=O)C)NC(=O)N1[C@H](C[C@H](C1)C(F)(F)F)C1=CC=CC=C1